C1(CC1)C(=O)N1CCC(CC1)C1N(CCC2=CC=C(C=C12)OC1=CC=C(C=C1)C(F)(F)F)C(CCS(=O)(=O)C)=O 1-(1-(1-(cyclopropanecarbonyl)piperidin-4-yl)-7-(4-(trifluoromethyl)phenoxy)-3,4-dihydroisoquinolin-2(1H)-yl)-3-(methyl-sulfonyl)propan-1-one